1-(aminomethyl)-2-methylpropane-1,3-diamine NCC(C(CN)C)N